OC1=C(C(=CC(=C1CN(C(OC)=O)C)CCCCC)O)C1=C(C=CC(=C1)C)C(=C)C methyl ((2,6-dihydroxy-5'-methyl-4-pentyl-2'-(prop-1-en-2-yl)-[1,1'-biphenyl]-3-yl)methyl)(methyl)carbamate